2,6-di-tert-butyl-3-(8,11-pentadecdienyl)phenol C(C)(C)(C)C1=C(C(=CC=C1CCCCCCCC=CCC=CCCC)C(C)(C)C)O